NC1=C(C(=NN1C(=O)C=1C=CC=C2C=CNC12)C1=CC=CC=C1)CC1=CC=C(C=C1)S(=O)(=O)N 4-((5-amino-1-(1H-indole-7-carbonyl)-3-phenyl-1H-pyrazol-4-yl)methyl)benzenesulfonamide